1,2-dipalmitoylsn-glycero-3-phosphate C(CCCCCCCCCCCCCCC)(=O)OC[C@@H](OC(CCCCCCCCCCCCCCC)=O)COP(=O)(O)O